(1R,4S,7S)-5-benzyl-2-oxa-5-azabicyclo[2.2.1]heptan-7-amine C(C1=CC=CC=C1)N1[C@@H]2CO[C@H](C1)[C@H]2N